1-(3-(5-fluoro-3-morpholino-8,9-dihydropyrido[3',2':4,5]pyrrolo[1,2-a]pyrazin-7(6H)-yl)-3-oxopropoxy)propan FC=1C2=C(N3C1CN(CC3)C(CCOCCC)=O)N=CC(=C2)N2CCOCC2